BrC(C(C)O)([N+](=O)[O-])Br 1,1-dibromo-1-nitro-2-propanol